FC1=C(C(=CC=C1)C)C=1C=CC2=C(N=C(S2)NC(=O)[C@@H]2[C@@H](C2)C(=O)OC)C1 methyl (1R,2S)-2-((5-(2-fluoro-6-methylphenyl)benzo[d]thiazol-2-yl)carbamoyl)cyclopropane-1-carboxylate